N-(4-((6-amino-5-fluoropyrimidin-4-yl)oxy)-2-chlorophenyl)-1-(4-fluorophenyl)-2-oxo-1,2-dihydropyridine-3-carboxamide NC1=C(C(=NC=N1)OC1=CC(=C(C=C1)NC(=O)C=1C(N(C=CC1)C1=CC=C(C=C1)F)=O)Cl)F